NC1=NC=NC2=C1C(=C1N2CC(C=2C=CC=CC12)NC(C=C)=O)C=1C=NC2=CC=CC=C2C1 N-(11-amino-12-(quinolin-3-yl)-5,6-dihydropyrimido[5',4':4,5]pyrrolo[2,1-a]isoquinolin-5-yl)acrylamide